C12(CC(C1)C2)NC(=O)C=2C(N(C1=NC=C(C=C1C2O)C2CCCC2)CCN2CCOCC2)=O N-(bicyclo[1.1.1]pent-1-yl)-6-cyclopentyl-4-hydroxy-1-(2-morpholinoethyl)-2-oxo-1,2-dihydro-1,8-naphthyridine-3-carboxamide